BrC1=NC=C(C=C1)C(C)(C)C 2-Bromo-5-(tert-butyl)pyridine